ClCOCC(F)(F)F 2-(chloromethoxy)-1,1,1-trifluoroethane